FC=1C=C(C=CC1N1CCOCC1)N1C(O[C@H](C1)CNC(C)=O)=O (S)-N-[[3-(3-fluoro-4-morpholinylphenyl)2-oxo-5-oxazolidinyl]methyl]-acetamide